2-[4-(3-ethoxy-2-hydroxypropoxy)phenylcarbamoyl]ethyl-dimethyl-sulfur p-toluenesulfonate CC1=CC=C(C=C1)S(=O)(=O)[O-].C(C)OCC(COC1=CC=C(C=C1)NC(=O)CC[S+](C)C)O